C(C)(=O)ON(OC(C)=O)CCN(OC(C)=O)CCC[Si](OC)(OC)OC N-[β-(N,N-diacetoxy)aminoethyl]-γ-(N-acetoxy)aminopropyl-trimethoxysilane